N[C@@H](CNC(CCl)=O)C1=CC(=CC(=C1)Cl)Br (R)-N-(2-amino-2-(3-bromo-5-chlorophenyl)ethyl)-2-chloroacetamide